2-(3',5'-Bis-(α,α-dimethylbenzyl)-2'-hydroxyphenyl)benztriazol CC(C1=CC=CC=C1)(C)C=1C(=C(C=C(C1)C(C1=CC=CC=C1)(C)C)N1N=C2C(=N1)C=CC=C2)O